4-(4-aminobutyryl)piperazinamid NCCCC(=O)N1CCN(CC1)C(=O)N